(S)-6,7-dichloro-2-(5-methoxypyrimidine-2-carbonyl)-2,3,4,5-tetrahydro-1H-pyrido[4,3-b]indole-4-carbonitrile ClC1=C(C=CC=2C3=C(NC12)[C@H](CN(C3)C(=O)C3=NC=C(C=N3)OC)C#N)Cl